4-(5-((6-(3,5-dichlorophenyl)-4-(methoxycarbonyl)pyridin-2-yl)oxy)-3-fluoropyridin-2-yl)piperazine-1-carboxylic acid tert-butyl ester C(C)(C)(C)OC(=O)N1CCN(CC1)C1=NC=C(C=C1F)OC1=NC(=CC(=C1)C(=O)OC)C1=CC(=CC(=C1)Cl)Cl